ClC=1C=C(C=CC1F)N1CCC=2C=3C1=NC=NC3C=CC2NC(\C=C\CN(C)C)=O (E)-N-(4-(3-chloro-4-fluorophenyl)-5,6-dihydro-4H-pyrido[2,3,4-de]quinazolin-7-yl)-4-(dimethylamino)but-2-enamide